C(C)O[Si](C)(C1(C(C)O1)OCCC)OCC Diethoxy(3-epoxypropyloxypropyl)methylsilane